α-(3,4-dichloro-benzyl)-proline ClC=1C=C(C[C@@]2(NCCC2)C(=O)O)C=CC1Cl